C(C)(CC)C1C(CCCC1)NC(=O)CC(C(CC(=O)NC1C(CCCC1)C(C)CC)C(=O)NC1C(CCCC1)C(C)CC)C(=O)NC1C(CCCC1)C(C)CC 1,2,3,4-butanetetracarboxylic acid tetra(2-sec-butylcyclohexylamide)